OC=1C=C(C=CC1)N(CCC(=O)O)CCC(=O)O ((3-Hydroxyphenyl)azanediyl)dipropanoic acid